(5-oxo-5-(p-tolyl)-pentyl)phosphonic acid diethyl ester C(C)OP(OCC)(=O)CCCCC(C1=CC=C(C=C1)C)=O